C(CCC)C=1N(C=C(N1)C1=CC=C(C=C1)OCCCN(CC)CC)C1=CC=C(OC=2C=CC(=C(C2)O)Cl)C=C1 5-[4-[2-butyl-4-[4-[3-(diethylamino)propoxy]phenyl]imidazol-1-yl]phenoxy]-2-chloro-phenol